copper (II) di(2-ethylhexanoate) C(C)C(C(=O)[O-])CCCC.C(C)C(C(=O)[O-])CCCC.[Cu+2]